FC(C1=C(C=CC=C1)C1CCN(CC1)C(=O)C1=NNC2=C1CN(CCC2)C(C)=O)(F)F 1-(3-(4-(2-(trifluoromethyl)phenyl)piperidine-1-carbonyl)-4,6,7,8-tetrahydropyrazolo[4,3-c]azepin-5(1H)-yl)ethan-1-one